4-bromo-1,8-naphthalenedicarboxylic acid anhydride BrC1=CC=C2C3=C(C=CC=C13)C(=O)OC2=O